FC1=C(C(=CC(=C1)CNC)F)C=1C=C2C(=CN1)NN=C2C=2C=NC(=NC2)N2CCC(CC2)O (5-(5-(2,6-difluoro-4-((methylamino)methyl)phenyl)-1H-pyrazolo[3,4-c]pyridin-3-yl)pyrimidin-2-yl)piperidin-4-ol